diphenoxyphosphine hydride [H-].O(C1=CC=CC=C1)POC1=CC=CC=C1